4-methylbenzenesulfonic acid-7,7-difluoro-2,2,5-trimethyl-4-oxo-5-aza-3-oxanon-9-yl ester FC(CN(C(OC(C)(C)C)=O)C)(CCOS(=O)(=O)C1=CC=C(C=C1)C)F